[13CH3]N(C(C[Zn])=O)[13CH3] (2-(di(methyl-13C)amino)-2-oxoethyl)zinc